4-methoxypropylamino-1-(2,4-dimethylphenyl)-1H-pyrazolo[3,4-d]pyrimidine COCCCNC1=C2C(=NC=N1)N(N=C2)C2=C(C=C(C=C2)C)C